BrC1=CC=CC=2C(N=C3N(C12)C1=CC(=CC=C1C3(C)C)C3CCNCC3)=O bromo-7,7-dimethyl-10-(piperidin-4-yl)indolo[1,2-a]quinazolin-5(7H)-one